N-((2R,3S)-1-(7-chloro-1-isopropyl-2,6-naphthyridin-4-yl)-2-methylazetidin-3-yl)-N-Methylmethanesulfonamide ClC1=NC=C2C(=CN=C(C2=C1)C(C)C)N1[C@@H]([C@H](C1)N(S(=O)(=O)C)C)C